6-(2-fluorophenyl)-3-((4-hydroxy-1-(1-isobutylcyclopropane-1-carbonyl)-3,3-dimethylpiperidin-4-yl)methyl)pyrimidin-4(3H)-one FC1=C(C=CC=C1)C1=CC(N(C=N1)CC1(C(CN(CC1)C(=O)C1(CC1)CC(C)C)(C)C)O)=O